(S)-7-methyl-2-((7-methylquinoxalin-6-yl)amino)-9-(tetrahydrofuran-3-yl)-7,9-dihydro-8H-purin-8-one CN1C(N(C2=NC(=NC=C12)NC=1C=C2N=CC=NC2=CC1C)[C@@H]1COCC1)=O